di-(tert-butyl-peroxy-isopropyl)benzene C(C)(C)(C)OOC(C)(C)C1=C(C=CC=C1)C(C)(C)OOC(C)(C)C